ethyl 5-cyclopropylsulfonyl-4-oxo-1-[4-(trifluoromethoxy)phenyl]cinnoline-3-carboxylate C1(CC1)S(=O)(=O)C1=C2C(C(=NN(C2=CC=C1)C1=CC=C(C=C1)OC(F)(F)F)C(=O)OCC)=O